C(=O)C1=C(C=CC=C1)C1CN(CCC1)C(=O)OC(C)(C)C tert-Butyl 3-(2-formylphenyl)piperidine-1-carboxylate